7-(quinoxalin-6-yl)-2,3-dihydropyrazolo[5,1-b]oxazole N1=CC=NC2=CC(=CC=C12)C=1C=NN2C1OCC2